5-(3-carboxyl-4-hydroxyphenyl)-2-hydroxybenzoic acid C(=O)(O)C=1C=C(C=CC1O)C=1C=CC(=C(C(=O)O)C1)O